[2-(3,4-Dimethoxyphenyl)ethyl]-3-(7-methoxy-4,8-dimethyl-2-oxochromen-3-yl)propanamide COC=1C=C(C=CC1OC)CCC(C(=O)N)CC=1C(OC2=C(C(=CC=C2C1C)OC)C)=O